BrC1=CC=CN=N1 6-bromopyridazin